The molecule is a dibenzooxepine diterpenoid that is hexahydrodibenzo[b,e]oxepine with an isolated double bond between positions 6 and 6a and is substituted by a bromo, a carboxy, a 3E-4,8-dimethylnona-3,7-dien-1-yl and a methyl group at positions 9, 2, 10 and 10 respectively (the 9S,10S,10aR stereoisomer). An isomer of callophycoic acid A, it is isolated from the Fijian red alga Callophycus serratus and exhibits antibacterial, antimalarial and anticancer activities. It has a role as a metabolite, an antibacterial agent and an antimalarial. It is a member of benzoic acids, a cyclic ether, a dibenzooxepine, a diterpenoid and an organobromine compound. CC(=CCC/C(=C/CC[C@@]1([C@H](CCC2=COC3=C(C[C@H]21)C=C(C=C3)C(=O)O)Br)C)/C)C